COC1=CC=C(C(C2=CC=C(C=C2)OC)(C2=CC=CC=C2)OC[C@@H]2[C@H](C[C@@H](O2)N2C=NC=3C(N=C(C)N(C)C)=NC=NC23)O)C=C1 5'-O-(4,4'-dimethoxytrityl)-N6-[1-(dimethylamino)ethylidene]-deoxyadenosine